C(CCCCCCCCCCCCCCCCC)(=O)C(C(=O)O)=CC=CC=CC=CC=CC=CCCCCCCCCC stearoyl-docosahexaenoic acid